FC1=CC=C(C=C1)CN1C(N(C2=C1C=CC(=C2)S(=O)(=O)NC2(CC2)C)C)=O 1-[(4-fluorophenyl)methyl]-3-methyl-N-(1-methylcyclopropyl)-2-oxo-benzimidazole-5-sulfonamide